2-((4-(3-(4-Chloro-2-fluorophenyl)-2,3-dihydrobenzo[b][1,4]dioxin-5-yl)piperidine-1-yl)methyl)-1-((1-(trifluoromethyl)cyclopropyl)methyl)-1H-benzo[d]imidazole-6-carboxylic acid ClC1=CC(=C(C=C1)C1OC2=C(OC1)C=CC=C2C2CCN(CC2)CC2=NC1=C(N2CC2(CC2)C(F)(F)F)C=C(C=C1)C(=O)O)F